O[C@]1([C@@H](CCC1)N1C(C=CC2=C1N=C(N=C2)S(=O)C)=O)C 8-((1R,2R)-2-hydroxy-2-methylcyclopentyl)-2-(methylsulfinyl)pyrido[2,3-d]pyrimidin-7(8H)-one